C(C)(C)(C)N(C([O-])=O)CCOCCOCCNC(C1=CC=C(C=C1)CN=[N+]=[N-])=O.C1(=C(C(=CC(=C1)C)C)C1=CC=CC=2[N+](=C(NC21)C)C)C mesityl-dimethyl-benzimidazolium tert-butyl-(2-(2-(2-(4-(azidomethyl)benzamido)ethoxy)ethoxy)ethyl)carbamate